4-(4,6-dimethoxypyrimidin-2-yloxy)benzaldehyde oxime COC1=NC(=NC(=C1)OC)OC1=CC=C(C=NO)C=C1